trimethoxy(N-methylacetamido)silane CO[Si](N(C(C)=O)C)(OC)OC